1-(4-(7-(2-(2-hydroxypropan-2-yl)pyridin-4-yl)furo[3,2-b]pyridin-2-yl)phenyl)-2-methylpropan-1-one OC(C)(C)C1=NC=CC(=C1)C1=C2C(=NC=C1)C=C(O2)C2=CC=C(C=C2)C(C(C)C)=O